ClC=1C=C(C(=O)Cl)C=C(C1O)Cl 3,5-dichloro-4-hydroxybenzoyl chloride